BrC=1C=CC=2N(C3=CC=C(C=C3C2C1)Br)C1=C(C(C#N)=C(C(=C1N1C2=CC=C(C=C2C=2C=C(C=CC12)Br)Br)N1C2=CC=C(C=C2C=2C=C(C=CC12)Br)Br)N1C2=CC=C(C=C2C=2C=C(C=CC12)Br)Br)C#N 3,4,5,6-tetrakis(3,6-dibromo-9H-carbazol-9-yl)phthalonitrile